C(C1=CC=CC=C1)OC1=NC=C(C=N1)Br 2-(benzyloxy)-5-bromopyrimidine